C(C1=CC=CC=C1)OC1=C(C(=C(C(=C1C)C)C=1C(C(C1OC(C)C)=O)=O)C)C 3-(4-(benzyloxy)-2,3,5,6-tetramethylphenyl)-4-isopropoxycyclobut-3-ene-1,2-dione